2-[1-[(2,4-dichlorophenyl)methyl]-5-oxopyrrolidin-2-yl]-N-(3,3-dimethylbutyl)acetamid ClC1=C(C=CC(=C1)Cl)CN1C(CCC1=O)CC(=O)NCCC(C)(C)C